methyl 1-(3,5-difluoro-benzyl)-3-methyl-2-oxo-1,2,3,4-tetrahydro-quinazoline-7-carboxylate FC=1C=C(CN2C(N(CC3=CC=C(C=C23)C(=O)OC)C)=O)C=C(C1)F